3,13-Dimethylhentriacontane CC(CC)CCCCCCCCCC(CCCCCCCCCCCCCCCCCC)C